C(=O)(OC(C)(C)C)NCCCCCCN Bochexamethylenediamine